3-((methylsulfonyl)methyl)azetidine trifluoroacetate FC(C(=O)O)(F)F.CS(=O)(=O)CC1CNC1